C1(CCC1)N[C@H]1[C@@H](C1)C1=CC(=CS1)C(=O)NC=1SC(=NN1)C 5-(trans-2-(cyclobutylamino)cyclopropyl)-N-(5-methyl-1,3,4-thiadiazol-2-yl)thiophene-3-carboxamide